ClC(=CC(F)F)Cl 1,1-dichloro-3,3-difluoropropene